γ-2-(2-(2-methoxyethoxy)-ethoxy)ethoxy-ε-caprolactone COCCOCCOCCOC1CCC(=O)OCC1